3-(((1-(tetrahydro-2H-pyran-2-yl)-3-(1-(trihydro-2H-pyran-2-yl)-1H-pyrazol-4-yl)-1H-indazol-6-yl)amino)phenyl)urea O1C(CCCC1)N1N=C(C2=CC=C(C=C12)NC1=C(C=CC=C1)NC(N)=O)C=1C=NN(C1)C1OCCCC1